3-methyl-2,4,5,6-tetrahydrocyclopenta[c]pyrazol-6-yl-1H-pyrazole-4-carboxamide CC1=C2C(=NN1)C(CC2)N2N=CC(=C2)C(=O)N